C1(CC1)CN(C=1C=CC=C2C(C(N(C12)C(=O)OC(C)(C)C)=O)(C)C)N=O tert-butyl 7-((cyclopropylmethyl) (nitroso) amino)-3,3-dimethyl-2-oxoindoline-1-carboxylate